CN([C@H]1CN(CC1)C(=O)C1=CC=C(C=C1)NC1=NC=C2CCN(CC2=C1)C1=C(C2=C(OCCN2C(=O)OC(C)(C)C)N=C1)C)C tert-butyl 7-[7-({4-[(3R)-3-(dimethylamino)pyrrolidine-1-carbonyl]phenyl}amino)-1,2,3,4-tetrahydro-2,6-naphthyridin-2-yl]-8-methyl-1H,2H,3H-pyrido[2,3-b][1,4]oxazine-1-carboxylate